(S)-5-amino-4-(5-(((1R,2S)-2-aminocyclohexyl)methyl)-1-oxoisoindolin-2-yl)-5-oxopentanoic acid tert-butyl ester C(C)(C)(C)OC(CC[C@@H](C(=O)N)N1C(C2=CC=C(C=C2C1)C[C@@H]1[C@H](CCCC1)N)=O)=O